OC(CCN)C 3-hydroxy-n-butyl-amine